C(=O)(O)C=1C=C(C=CC1C(=O)O)C1CC(C2=CC=C3C(=C12)C(=O)OC3=O)C 1-(3',4'-dicarboxyphenyl)-3-methylindane-6,7-dicarboxylic anhydride